C(C)N1N=C(C=C1C1[C@H]2CC(C[C@@H]12)N1CC2(CS(C2)(=O)=O)CC1)C=1C=NC=CC1 6-((1R,3s,5S,6r)-6-(1-Ethyl-3-(pyridin-3-yl)-1H-pyrazol-5-yl)bicyclo[3.1.0]hexan-3-yl)-2-thia-6-azaspiro[3.4]octane 2,2-dioxide